Phosphaferrocene [CH-]1C=CC=C1.C1=CPC=C1.[Fe]